O=C(CC1=C2C(=C3N(C(C2=CC=C1)=O)CC1=CC=CC=C13)C1=CC=CC=C1)C1=CC=CC=C1 (2-oxo-2-phenylethyl)-12-phenylisoindolo[2,1-b]isoquinolin-5(7H)-one